N1C=C(C=2C1=NC=CC2)C=2C=C1C(=NC=NC1=CC2)NC2CCOCC2 6-(1H-pyrrolo[2,3-b]pyridin-3-yl)-N-(tetrahydro-2H-pyran-4-yl)quinazolin-4-amine